CC1(CCN(CC1)C1=NC=2C(=NC(=CN2)SC2=C3C=CC=NC3=CC=C2)N1)N 4-methyl-1-(6-(quinolin-5-ylthio)-1H-imidazo[4,5-b]pyrazin-2-yl)piperidin-4-amine